2-bromo-2-(bromomethyl)valeronitrile BrC(C#N)(CCC)CBr